2-fluoro-5-oxo-6,7,8,9-tetrahydrobenzo[7]annulene-7-carboxylic acid FC=1C=CC2=C(CCC(CC2=O)C(=O)O)C1